CC(CC=O)C=C(CC)C 3,5-dimethylheptan-4-enal